C1(=CC=CC=C1)C1(C=2C=CC(=CC2C=2C=C3C(=CC12)C=CC=C3)B3OC(C(O3)(C)C)(C)C)C3=CC=CC=C3 (11,11-diphenyl-11H-benzo[b]fluoren-3-yl)-4,4,5,5-tetramethyl-1,3,2-dioxaborolane